FC(C=1C(=NN2C1C=C(C=C2)OC2=NC=CC=C2OCC(F)(F)F)C(=O)OC)F Methyl 3-(difluoromethyl)-5-((3-(2,2,2-trifluoroethoxy)pyridin-2-yl)oxy)pyrazolo[1,5-a]pyridine-2-carboxylate